FC=1C=C(C=CC1OC1=C2C(=NC=C1)NN=C2N(C)CCO)NC(=O)C=2C(N(N=CC2)C2=CC=C(C=C2)F)=O N-(3-fluoro-4-((3-((2-hydroxyethyl)(methyl)amino)-1H-pyrazolo[3,4-b]pyridin-4-yl)oxy)phenyl)-2-(4-fluorophenyl)-3-oxo-2,3-dihydropyridazine-4-carboxamide